C1(CC=CC=2C3=CC=CC=C3CC12)=NO 9H-fluorenone oxime